(isoindolin-2-yl)-3-isopropyl-7-(1H-pyrazol-4-yl)-N-(3-(trifluoromethoxy)phenyl)pyrazolo[1,5-a]pyrimidine-2-carboxamide C1N(CC2=CC=CC=C12)C1=NC=2N(C(=C1)C=1C=NNC1)N=C(C2C(C)C)C(=O)NC2=CC(=CC=C2)OC(F)(F)F